F[C@H]1CN(CC[C@H]1NC1=NN2C(C(=N1)OC)=C(C=C2)C=2C=CC1=C(N(N=N1)CCF)C2)C2COC2 N-((3S,4R)-3-Fluoro-1-(oxetan-3-yl)piperidin-4-yl)-5-(1-(2-fluoroethyl)-1H-benzo[d][1,2,3]triazol-6-yl)-4-methoxypyrrolo[2,1-f][1,2,4]triazin-2-amine